2-(4-cyclopropylpiperazin-1-yl)-N-(3-fluoro-4-(piperidin-1-yl)phenyl)-5-methyl-oxazole-4-carboxamide C1(CC1)N1CCN(CC1)C=1OC(=C(N1)C(=O)NC1=CC(=C(C=C1)N1CCCCC1)F)C